8-bromo-6-hydroxy-tetralin-1-one BrC=1C=C(C=C2CCCC(C12)=O)O